ClC=1N=C(C2=C(N1)CC(CCC2)C2=C1C=NNC1=CC=C2C)Cl 2,4-dichloro-8-(5-methyl-1H-indazol-4-yl)-6,7,8,9-tetrahydro-5H-cyclohepta[d]Pyrimidine